6-methoxy-4-(4-nitrophenyl)quinazoline COC=1C=C2C(=NC=NC2=CC1)C1=CC=C(C=C1)[N+](=O)[O-]